N.[Ag] silver ammonia